5',9'-dibromospiro(fluorene-9,7'-fluoreno[4,3-b]benzothiophene) BrC1=CC=2C3(C=4C=C(C=CC4C2C=2SC4=C(C21)C=CC=C4)Br)C4=CC=CC=C4C=4C=CC=CC43